4-(2-hydroxyethyl)piperidine-2,6-dione OCCC1CC(NC(C1)=O)=O